N-(4-fluorobenzylidene)aniline FC1=CC=C(C=NC2=CC=CC=C2)C=C1